(6-cyano-5-methoxythieno[3,2-b]pyridin-3-yl)boronic acid C(#N)C=1C=C2C(=NC1OC)C(=CS2)B(O)O